C(C=C)C1N(C(C2(C1)CCCCC2)=O)C(=O)[O-] allyl-oxo-2-azaspiro[4.5]decane-2-carboxylate